C(C1=CC=CC=C1)N(NC1=C2C(=NC=C1N)N(C=C2)S(=O)(=O)C2=CC=C(C)C=C2)C(CO)CC 2-(1-benzyl-2-(5-amino-1-p-toluenesulfonyl-1H-pyrrolo[2,3-b]pyridin-4-yl)hydrazino)butan-1-ol